BrC1=C2C(=C(C=3CCOC31)CCN)OCC2 2-(4-bromo-2,3,6,7-tetra-hydrofuro[2,3-f][1]benzofuran-8-yl)ethanamine